FC(C(=O)O)(CC)C1=CC=CC=C1 fluorophenyl-butyric acid